NC=1C=NC2=CC=C(C=C2N1)CN(C(=O)C=1C=NC(=CC1)C)C1=CC=CC=2CCS(C21)(=O)=O N-[(3-aminoquinoxalin-6-yl)methyl]-N-(1,1-dioxo-2,3-dihydro-1λ6-benzothiophen-7-yl)-6-methylpyridine-3-carboxamide